COC(CN1CC(CC(C1)C)C1=C2C=CC=NC2=C(C=C1)C#N)=O [3-(8-cyano-quinolin-5-yl)-5-methyl-piperidin-1-yl]-acetic acid methyl ester